NC1=NC(=C(C#N)C(=C1)C(C)C)Cl 6-amino-2-chloro-4-isopropylnicotinonitrile